ClC1=NN2C(C(=N1)NC=1N=CN(C1)C1=CC(=CC(=C1)OC)Cl)=CC=C2 2-chloro-N-(1-(3-chloro-5-methoxyphenyl)-1H-imidazol-4-yl)pyrrolo[2,1-f][1,2,4]triazin-4-amine